N-(4-(4-amino-7-methyl-5-(4-(5-(methylamino)-1,3,4-thiadiazol-2-yl)phenyl)-7H-pyrrolo[2,3-d]pyrimidin-6-yl)phenyl)methacrylamide NC=1C2=C(N=CN1)N(C(=C2C2=CC=C(C=C2)C=2SC(=NN2)NC)C2=CC=C(C=C2)NC(C(=C)C)=O)C